(1S,2S)-2-(8-(2-(pyridin-4-yl)pyrido[3,4-d]pyrimidin-4-yl)-2,8-diazaspiro[4.5]decan-2-yl)cyclobutan-1-ol N1=CC=C(C=C1)C=1N=C(C2=C(N1)C=NC=C2)N2CCC1(CCN(C1)[C@@H]1[C@H](CC1)O)CC2